C[Si](CCOCN1C=CC=2C1=NC=C(C2)C#N)(C)C ((2-(trimethylsilyl)ethoxy)methyl)-1H-pyrrolo[2,3-b]pyridine-5-carbonitrile